nitrophenylsulfonate (nosylate) S(=O)(=O)(O)C1=CC=C([N+](=O)[O-])C=C1.[N+](=O)([O-])C1=C(C=CC=C1)S(=O)(=O)O